1-methyl-3-(3-(pyrrolidin-3-yl)piperidin-1-yl)cyclobutane-1-carboxylic acid CC1(CC(C1)N1CC(CCC1)C1CNCC1)C(=O)O